3-benzoyl-7-dimethylaminocoumarin C(C1=CC=CC=C1)(=O)C=1C(OC2=CC(=CC=C2C1)N(C)C)=O